CN(C1CCN(CC1)C1=C(C=C(C=C1)NC=1N=C(C2=C(N1)SC=C2C)NC=2C=C(C(=O)O)C=CC2)OC)C 3-((2-((4-(4-(dimethylamino)piperidin-1-yl)-3-methoxyphenyl)amino)-5-methylthieno[2,3-d]pyrimidine-4-yl)amino)benzoic acid